F[B-](F)(F)F.[NH4+].C(C)N1CN(C=C1)C 1-ethyl-3-Methylimidazole ammonium tetrafluoroborate